2-mercapto-1-(p-bromophenyl)propan-1-one sodium γ-resorcylate C(C=1C(O)=CC=CC1O)(=O)[O-].[Na+].SC(C(=O)C1=CC=C(C=C1)Br)C